ClC=1C(=CC2=C(C[C@](O2)(C2=CC=CC=C2)CNC2C[C@H](O[C@H](C2)C)C)C1C1=C(C(=O)N)C=CC(=C1F)OCCO)F 2-((2s,4s)-5-chloro-2-((((2r,4r,6s)-2,6-dimethyltetrahydro-2H-pyran-4-yl)amino)methyl)-6-fluoro-2-phenyl-2,3-dihydrobenzofuran-4-yl)-3-fluoro-4-(2-hydroxyethoxy)benzamide